FC=1C(=NC(=NC1)N[C@H]1CN(CCC1)C(=O)OC(C)(C)C)C1=CN=C2N1N=C(C(=C2)OC)C(C)(C)O (R)-tert-butyl 3-((5-fluoro-4-(6-(2-hydroxypropan-2-yl)-7-methoxyimidazo[1,2-b]pyridazin-3-yl)pyrimidin-2-yl)amino)piperidine-1-carboxylate